methyl-1,3-xylylene diisocyanate CC1=C(C=CC=C1CN=C=O)CN=C=O